N-(1,4,5,6-tetrahydropyrrolo[3,4-c]pyrazol-3-yl)isoquinolin-3-amine N1N=C(C2=C1CNC2)NC=2N=CC1=CC=CC=C1C2